1,3-dimethyl-1,3-dihydro-2H-imidazo[4,5-c]pyridin-2-one CN1C(N(C=2C=NC=CC21)C)=O